4-phenylpyridin-2-amine C1(=CC=CC=C1)C1=CC(=NC=C1)N